[SiH3]N([SiH3])[SiH3] N,N-disilyl-silaneamine